OC1=C(C=C(C=C1C=O)C=O)C=O 2-hydroxyl-1,3,5-benzenetricarboaldehyde